CN1C([C@H](CC1)N1C(C2=CC(=C(C=C2C1)NC(=O)C=1C=NN2C1N=CC=C2)N2CCOCC2)=O)=O N-[2-[(3S)-1-methyl-2-oxo-pyrrolidin-3-yl]-6-morpholino-1-oxo-isoindolin-5-yl]pyrazolo[1,5-a]pyrimidine-3-carboxamide